tert-butyl (2R,3S)-3-tert-butyl-2-[[tert-butyl(diphenyl)silyl]oxymethyl]-5-oxo-pyrrolidine-1-carboxylate C(C)(C)(C)[C@H]1[C@@H](N(C(C1)=O)C(=O)OC(C)(C)C)CO[Si](C1=CC=CC=C1)(C1=CC=CC=C1)C(C)(C)C